diazidochalcone-2-sulfonic acid sodium salt [Na+].N(=[N+]=[N-])\C(=C(/C=1C(=CC=CC1)S(=O)(=O)[O-])\N=[N+]=[N-])\C(=O)C1=CC=CC=C1